FC1=CC=C(C=C1)N1C(N(C(C1)=O)CC1=CC(=C(OC(C(=O)OCC)(C)C)C(=C1)C)C)=O Ethyl 2-(4-((3-(4-fluorophenyl)-2,5-dioxoimidazolin-1-yl)meth-yl)-2,6-dimethylphenoxy)-2-methylpropionate